C(C)(C)(C)OC(=O)N1CC(CC1)(C)OC(=O)N1CCN(CC1)C1=NC=2N(C=C1)N=CC2Br (1-tert-butoxycarbonyl-3-methyl-pyrrolidin-3-yl)-4-(3-bromopyrazolo[1,5-a]pyrimidin-5-yl)piperazine-1-carboxylate